FC1=CC=C(C=C1)NC(=S)N[C@@H](C)C1=CC=CC2=CC=CC=C12 (S)-1-(4-fluorophenyl)-3-(1-(naphthalen-1-yl)ethyl)thiourea